1-(cyclohexyl-(phenyl)methyl)piperazine C1(CCCCC1)C(N1CCNCC1)C1=CC=CC=C1